FC1=C(C=CC=C1NS(NC)(=O)=O)CN1C(OC2=C(C1)C=CC(=C2)OC=2OC=CN2)=O 3-({2-fluoro-3-[(methylsulfamoyl)amino]phenyl}methyl)-7-(1,3-oxazol-2-yloxy)-3,4-dihydro-2H-1,3-benzoxazin-2-one